FC1=C(C=CC(=C1)F)C1N(CCC1)C1=CC(=C(C(=O)N[C@H](C)\C=C\S(=O)(=O)C)C=C1)F 4-(2-(2,4-Difluorophenyl)pyrrolidin-1-yl)-2-fluoro-N-((R,E)-4-(methylsulfonyl)but-3-en-2-yl)benzamide